2-(chloromethyl)-5-methylpyrazine hydrochloride Cl.ClCC1=NC=C(N=C1)C